N2-(1-hydroxy-3,3,7-trimethyl-2,1-benzoxaborole-5-yl)-5-methyl-N4-phenyl-pyrimidine-2,4-diamine OB1OC(C2=C1C(=CC(=C2)NC2=NC=C(C(=N2)NC2=CC=CC=C2)C)C)(C)C